O=C1NC(CCC1C1=CC=C(OCC2CCN(CC2)C(=O)OC(C)(C)C)C=C1)=O tert-butyl 4-[[4-(2,6-dioxo-3-piperidyl)phenoxy]methyl]piperidine-1-carboxylate